C(C=C)(=O)OCC(CC)OC(C=C)=O 1,2-butylene glycol diacrylate